6-cyano-3-(4,4,5,5-tetramethyl-1,3,2-dioxaborolan-2-yl)pyrrolo[2,3-b]pyridine-1-carboxylic acid-2-methylpropan-2-yl ester CC(C)(C)OC(=O)N1C=C(C=2C1=NC(=CC2)C#N)B2OC(C(O2)(C)C)(C)C